C[C@@H]1CN(C[C@H](N1)C)C1=CC=CC(=N1)C=1C=NN2C1C=CC=C2 3-(6-((3R,5R)-3,5-dimethylpiperazin-1-yl)pyridin-2-yl)pyrazolo[1,5-a]pyridine